N-phenyl-1-{3-fluoro-4-[6-methoxy-7-(3-morpholinopropoxy)quinolin-4-yloxy]phenyl}-4-methyl-6-oxo-1,6-dihydropyridazine-3-carboxamide C1(=CC=CC=C1)NC(=O)C1=NN(C(C=C1C)=O)C1=CC(=C(C=C1)OC1=CC=NC2=CC(=C(C=C12)OC)OCCCN1CCOCC1)F